FC(COCC1=C(C(=CC=C1)C1=CC=CC=C1)S(=O)(=O)N)(F)F ((2,2,2-trifluoroethoxy)methyl)-[1,1'-biphenyl]-2-sulfonamide